C12C(CC(CC1)C2)N (±)-endo-2-norbornylamine